ClC=1C=C(C=CC1)NC1=NC(=NC2=CC=CC=C12)C=O 4-(3-chlorophenylamino)quinazolineal